2-((2-((2-aminoethyl)(2-(4-(2-(2-oxoimidazolidin-1-yl)ethyl)piperazin-1-yl)ethyl)amino)ethyl)amino)acetonitrile NCCN(CCNCC#N)CCN1CCN(CC1)CCN1C(NCC1)=O